ClC1=CC(=C(C=C1)C1(OC2=C(O1)C=CC=C2C2CCN(CC2)CC(=N)N)C)F 2-(4-(2-(4-chloro-2-fluorophenyl)-2-methylbenzo[d][1,3]dioxol-4-yl)piperidin-1-yl)acetamidine